C(C)OC(C(=COCC)C(=O)C=1C(=NC(=CC1)Cl)Cl)=O.S1C=C(C=C1)CC 2-(thien-3-yl)ethane ethyl-2-[(2,6-dichloropyridin-3-yl)carbonyl]-3-ethoxyacrylate